methyl 2-[(1R,3S,5S)-3-[[5-cyclopropyl-3-(2,6-difluorophenyl)-1,2-oxazol-4-yl]carbonyloxy]-8-azabicyclo[3.2.1]octan-8-yl]-4-fluoro-1,3-benzothiazole-6-carboxylate C1(CC1)C1=C(C(=NO1)C1=C(C=CC=C1F)F)C(=O)OC1C[C@H]2CC[C@@H](C1)N2C=2SC1=C(N2)C(=CC(=C1)C(=O)OC)F